N-(4-(4-oxo-butyl)benzylidene)-4-methoxybenzoyl-hydrazine O=CCCCC1=CC=C(C=NNC(C2=CC=C(C=C2)OC)=O)C=C1